2-(3,3-dimethoxypropyl)-5-isobutyl-3-methyl-cyclohex-2-en-1-one COC(CCC=1C(CC(CC1C)CC(C)C)=O)OC